OC(CNC1=CC=2N(C(=C1)C1=C(C=C(C#N)C=C1)C)N=CN2)CO 4-{7-[(2,3-dihydroxypropyl)amino]-[1,2,4]triazolo[1,5-a]pyridin-5-yl}-3-methylbenzonitrile